FC1=C(C=C(C=C1)OC(C)C)C=1C=C2CC(C(C2=CC1)NC(O[C@@H]1CN2CCC1CC2)=O)(C)C (S)-quinuclidin-3-yl (5-(2-fluoro-5-isopropoxyphenyl)-2,2-dimethyl-2,3-dihydro-1H-inden-1-yl)carbamate